5-Chloro-N-((S)-8-chloro-5-methyl-4-oxo-2,3,4,5-tetrahydropyrido[3,2-b][1,4]oxazepin-3-yl)-4-(1,4-dioxan-2-yl)pyrimidine-2-carboxamide ClC=1C(=NC(=NC1)C(=O)N[C@@H]1C(N(C2=C(OC1)C=C(C=N2)Cl)C)=O)C2OCCOC2